N-(pentan-3-yl)-2-(3-(3-((1-(tetrahydrofuran-2-yl)ethyl)carbamoyl)-1H-pyrazol-5-yl)phenyl)oxazole-5-carboxamide CCC(CC)NC(=O)C1=CN=C(O1)C1=CC(=CC=C1)C1=CC(=NN1)C(NC(C)C1OCCC1)=O